2-hexadecyl-4,5-dihydro-1,3-oxazine C(CCCCCCCCCCCCCCC)C=1OCCCN1